OC=1C=C(/C=C/C2=CC(=C3O[C@@]4(CC[C@H](C([C@H]4CC3=C2)(C)C)O)C)OC)C=C(C1CC=C(C)C)OCCCC#C (2R,4aR,9aR)-7-((E)-3-hydroxy-4-(3-methylbut-2-en-1-yl)-5-(pent-4-yn-1-yloxy)styryl)-5-methoxy-1,1,4a-trimethyl-2,3,4,4a,9,9a-hexahydro-1H-xanthen-2-ol